5-(3,3-difluoro-azetidin-1-yl)pyridin-2-amine FC1(CN(C1)C=1C=CC(=NC1)N)F